N-(5-(2,4-difluorophenoxy)pyrazin-2-yl)-2-(3,3-dimethyl-4-(6-methyl-5,6,7,8-tetrahydro-[1,2,4]triazolo[1,5-a]pyridine-6-carbonyl)piperazin-1-yl)propanamide FC1=C(OC=2N=CC(=NC2)NC(C(C)N2CC(N(CC2)C(=O)C2(CCC=3N(C2)N=CN3)C)(C)C)=O)C=CC(=C1)F